6-(dibromomethyl)-5-fluoronicotinic acid methyl ester COC(C1=CN=C(C(=C1)F)C(Br)Br)=O